O1CCC1 (S)-oxetane